tert-Butyl (1R,3aS,7aS)-5-(4,6-dimethylpyrimidin-2-yl)-1-methyloctahydro-2H-pyrrolo[3,4-c]pyridine-2-carboxylate CC1=NC(=NC(=C1)C)N1C[C@@H]2[C@H](CC1)[C@H](N(C2)C(=O)OC(C)(C)C)C